2-(4-((6,7-bis(2-methoxyethoxy)quinazolin-4-yl)oxy)-2-fluorophenyl)-N-(4-chloro-3-(trifluoromethyl)phenyl)-2,2-difluoroacetamide COCCOC=1C=C2C(=NC=NC2=CC1OCCOC)OC1=CC(=C(C=C1)C(C(=O)NC1=CC(=C(C=C1)Cl)C(F)(F)F)(F)F)F